ruthenium-tantalum chlorine [Cl].[Ta].[Ru]